6-(((tert-butyldimethylsilyl)oxy)methyl)-2,2-dimethyl-1,3,7-trioxaspiro[4.4]nonane-9-Acetate [Si](C)(C)(C(C)(C)C)OCC1C2(COC(O2)(C)C)C(CO1)CC(=O)[O-]